C1=NNN=C1 TRIAZOLE